2-bromo-N-(2,6-dimethylphenyl)thiazole-5-carboxamide BrC=1SC(=CN1)C(=O)NC1=C(C=CC=C1C)C